chloro-tripropyl-tin Cl[Sn](CCC)(CCC)CCC